CNC(=O)C1CCC(CC1)=O N-methyl-4-oxocyclohexane-1-carboxamide